C(C)(C)(C)N(C(O)=O)C1=NC=2C=CN(C(C2C=C1C(NCC1=NC=CC=C1)=O)=O)CC1=CC=CC=C1.C1(CC2C(CC1)O2)CC[Si](OCC)(OCC)OCC β-(3,4-epoxycyclohexyl)ethyltriethoxysilane tert-butyl-(6-benzyl-5-oxo-3-((pyridin-2-ylmethyl)carbamoyl)-5,6-dihydro-1,6-naphthyridin-2-yl)carbamate